(2R,3R,4S,5R,6R)-4-(4-(4-chloro-3-fluorophenyl)-1H-1,2,3-triazol-1-yl)-2-(hydroxymethyl)-5-methoxy-6-((5-(tetrahydro-2H-pyran-4-yl)isoxazol-3-yl)methyl)tetrahydro-2H-pyran-3-ol ClC1=C(C=C(C=C1)C=1N=NN(C1)[C@H]1[C@H]([C@H](O[C@@H]([C@@H]1OC)CC1=NOC(=C1)C1CCOCC1)CO)O)F